N-propyl-3-(4H-1,2,4-triazol-3-yl)propanamide C(CC)NC(CCC1=NN=CN1)=O